O=C1NC(CCC1N1C(C2=CC=C(C=C2C1=O)N1CCC1)=O)=O 1-(2-(2,6-dioxopiperidin-3-yl)-1,3-dioxoisoindol-5-yl)azetidine